2-(4-cyclopropyl-6-methoxypyrimidin-5-yl)-N-(4-(5-fluoro-1-isopropyl-4-(trifluoromethyl)-1H-imidazol-2-yl)benzyl)imidazo[2,1-f][1,2,4]triazin-4-amine C1(CC1)C1=NC=NC(=C1C1=NN2C(C(=N1)NCC1=CC=C(C=C1)C=1N(C(=C(N1)C(F)(F)F)F)C(C)C)=NC=C2)OC